tert-Butyl 4-(2-cyclopropyl-4-pyridyl)piperidine-1-carboxylate C1(CC1)C1=NC=CC(=C1)C1CCN(CC1)C(=O)OC(C)(C)C